3-(2',4'-difluoro-[1,1'-biphenyl]-3-yl)isoxazolidin FC1=C(C=CC(=C1)F)C1=CC(=CC=C1)C1NOCC1